((6-chloro-4-fluoropyridin-3-yl)ethynyl)-N-(2-morpholinoethyl)aniline ClC1=CC(=C(C=N1)C#CN(C1=CC=CC=C1)CCN1CCOCC1)F